C[C@H]1C[C@@H](CN(C1)C1=NN=NN1)N (3S,5S)-5-methyl-1-(1H-1,2,3,4-tetrazol-5-yl)piperidin-3-amine